FC1(CC(C1)C1=NN(C(=C1C)NC(=O)NCC(F)(F)F)C)F 1-(3-(3,3-difluorocyclobutyl)-1,4-dimethyl-1H-pyrazol-5-yl)-3-(2,2,2-trifluoroethyl)urea